BrC=1C(=NNC1)C#N 4-bromopyrazole-3-carbonitrile